bis[2-(perfluorodecyl) ethyl] phosphate P(=O)(OCCC(C(C(C(C(C(C(C(C(C(F)(F)F)(F)F)(F)F)(F)F)(F)F)(F)F)(F)F)(F)F)(F)F)(F)F)(OCCC(C(C(C(C(C(C(C(C(C(F)(F)F)(F)F)(F)F)(F)F)(F)F)(F)F)(F)F)(F)F)(F)F)(F)F)[O-]